3-[3,3-difluoro-1-(2-fluoroprop-2-enoyl)-2,4-dihydroquinolin-4-yl]-7-[[1-(2-hydroxyethyl)pyrazol-4-yl]amino]-1-methyl-4H-pyrimido[4,5-d]pyrimidin-2-one FC1(CN(C2=CC=CC=C2C1N1C(N(C2=NC(=NC=C2C1)NC=1C=NN(C1)CCO)C)=O)C(C(=C)F)=O)F